5,5'-methylenebis(1H-tetrazole) C(C1=NN=NN1)C1=NN=NN1